N=1C=CN2C1C=CC(=C2)C(=O)N2[C@@H]([C@H]1C([C@H]1C2)(C)C)C(=O)O (1R,2S,5S)-3-(imidazo[1,2-a]pyridine-6-carbonyl)-6,6-dimethyl-3-azabicyclo[3.1.0]hexane-2-carboxylic acid